7-Ethoxy-10-methyl-N-(4-(methylsulfonyl)phenyl)-10H-phenothiazine-2-carboxamide C(C)OC=1C=C2SC=3C=CC(=CC3N(C2=CC1)C)C(=O)NC1=CC=C(C=C1)S(=O)(=O)C